furyloxysulfonium oxide O1C(=CC=C1)O[SH2+]=O